2-amino-N,N-dimethyl-4-phenylthiazole-5-carboxamide NC=1SC(=C(N1)C1=CC=CC=C1)C(=O)N(C)C